Oxo-rhenium O=[Re]